dimethyl-2,3'-diaminobiphenyl CC1=C(C(=C(C=C1)C1=CC(=CC=C1)N)N)C